2-({[(9H-fluoren-9-yl)methoxy]carbonyl}amino)-4-methoxythiophene-3-carboxylate C1=CC=CC=2C3=CC=CC=C3C(C12)COC(=O)NC=1SC=C(C1C(=O)[O-])OC